di(trifluoroethyl) carbonate C(OCC(F)(F)F)(OCC(F)(F)F)=O